C(C)(=O)NC=1C(=C(C(=C(C1I)C(=O)NCC(CO)O)I)C(=O)NCC(CO)O)I 5-Acetamido-2,4,6-triiodo-N,N'-bis(2,3-dihydroxypropyl)-1,3-benzenedicarboxamide